CC(CCO)CC\C(=C/C)\C (6Z)-3,6-dimethyloct-6-en-1-ol